3-(propan-2-yl)-5-(trifluoromethyl)aniline CC(C)C=1C=C(N)C=C(C1)C(F)(F)F